2-bromo-N-(1-phenylethyl)acetamide CC(C1=CC=CC=C1)NC(=O)CBr